O=C1C=CC=CN1 6-oxo-1,6-dihydro-pyridine